(R)-1-((tert-butyldiphenylsilyl)oxy)propan-2-yl methanesulfonate CS(=O)(=O)O[C@@H](CO[Si](C1=CC=CC=C1)(C1=CC=CC=C1)C(C)(C)C)C